C(C)(C)C(CCN)CCCCN 3-isopropyl-1,7-diamino-heptane